FO Perfluoroalcohol